(E)-4-(4-(diethylamino)phenyl)but-3-en-2-one C(C)N(C1=CC=C(C=C1)/C=C/C(C)=O)CC